FC(C1=NC(=NO1)C1=CC=C(S1)C(=O)O)(F)F 5-[5-(trifluoromethyl)-1,2,4-oxadiazol-3-yl]thiophene-2-carboxylic acid